4-(2-acetoxy-5-methylphenyl)-7-methyl-7H-pyrrolo[2,3-d]pyrimidin C(C)(=O)OC1=C(C=C(C=C1)C)C=1C2=C(N=CN1)N(C=C2)C